F[C@@H]1[C@@H](C1)C(=O)NC=1C=C2C(=CN1)N(C(=C2)C=2C(=NC=NC2OC)O)C (1S,2S)-2-fluoro-N-[2-(4-hydroxy-6-methoxypyrimidin-5-yl)-1-methylpyrrolo[2,3-c]pyridin-5-yl]cyclopropane-1-carboxamide